Potassium 4-dodecylbenzenesulfonate C(CCCCCCCCCCC)C1=CC=C(C=C1)S(=O)(=O)[O-].[K+]